C(C)C=1N=C(NC1C)C1=C(C=CC(=C1)C)O 4-ethyl-(2-hydroxy-5-methylphenyl)-5-methylimidazole